C(C1=CC=CC=C1)OC(=O)C1CCN(CC1)C=1N=NN(N1)CC(=O)OCC 1-(2-(2-ethoxy-2-oxoethyl)-2H-tetrazol-5-yl)piperidine-4-carboxylic acid benzyl ester